C1(CCCC1)COC=1C=C(C=CC1NS(=O)(=O)CC)C1=NNC(=C1C(=O)N)NC1=NC=CC=C1 3-(3-(cyclopentyl-methoxy)-4-(ethylsulfonamido)phenyl)-5-(pyridin-2-ylamino)-1H-pyrazole-4-carboxamide